CC1=CC(=NN1CC1CC2(CN(C2)C(=O)N2CC3(C2)CC(C3)N3N=C(N=C3)C(F)(F)F)C1)C(F)(F)F [6-[[5-methyl-3-(trifluoromethyl)pyrazol-1-yl]methyl]-2-azaspiro[3.3]heptan-2-yl]-[6-[3-(trifluoromethyl)-1,2,4-triazol-1-yl]-2-azaspiro[3.3]heptan-2-yl]methanone